14-aminotetradecanoic acid NCCCCCCCCCCCCCC(=O)O